N1CCC(CC1)N1NC(C2=CC=CC=C12)=O 1-(piperidin-4-yl)-1H-indazol-3(2H)-one